C(C)(C)N1C(=NC=C1)CCC(=O)O 3-(1-isopropyl-1H-imidazol-2-yl)propionic acid